3,2-bis[4-(3-aminophenoxy)phenyl]propane NC=1C=C(OC2=CC=C(C=C2)CC(C)C2=CC=C(C=C2)OC2=CC(=CC=C2)N)C=CC1